S(=O)(=O)(O)OCC[N+](C)(C)C choline O-sulfate